ClC1=NC2=CC=C(C=C2C(=N1)[C@](CO)(C1=CC=CC=C1)OC1CC1)C=1C2=C(C(N(C1)C)=O)N(C=C2)S(=O)(=O)C2=CC=C(C)C=C2 (S)-4-(2-chloro-4-(1-cyclopropoxy-2-hydroxy-1-phenylethyl)quinazolin-6-yl)-6-methyl-1-tosyl-1,6-dihydro-7H-pyrrolo[2,3-c]pyridin-7-one